ClC1=NC=C(C=N1)CN1C=CC=C2C1=NC(N(C2=O)C2=CC=C(C=C2)C2CC2)=O 8-((2-chloropyrimidin-5-yl)methyl)-3-(4-cyclopropylphenyl)pyrido[2,3-d]pyrimidine-2,4(3H,8H)-dione